4-amino-2-butoxy-7,8-dihydro-8-[[3-(1-pyrrolidinylmethyl)phenyl]methyl]-6(5H)-pteridinone CCCCOC1=NC(=C2C(=N1)N(CC(=O)N2)CC3=CC=CC(=C3)CN4CCCC4)N